O=C1N(CC[C@H]1NC(CCCCCCCCCCCCCC)=O)CC1=CC=C(C(=O)OC)C=C1 methyl (R)-4-((2-oxo-3-pentadecanamidopyrrolidin-1-yl)methyl)benzoate